methyl 2-benzyl-8-((1-methyl-1H-indol-3-yl)methyl)-2,8-diazaspiro[4.5]decane-4-carboxylate C(C1=CC=CC=C1)N1CC2(C(C1)C(=O)OC)CCN(CC2)CC2=CN(C1=CC=CC=C21)C